FC(CC(CO)NC(=O)C=1N(N=C2C=CC(=CC12)OCC1=NC=CC=C1)C)F N-(4,4-difluoro-1-hydroxybutan-2-yl)-2-methyl-5-[(pyridin-2-yl)methoxy]-2H-indazole-3-carboxamide